1-(2-fluorobenzyl)-1H-pyrazole FC1=C(CN2N=CC=C2)C=CC=C1